(3aRS,9bRS)-7-[2-((Z)-3-diethylaminoprop-1-enyl)-4-fluorobenzenesulfonylamino]-1,3a,4,9b-tetrahydro-2H-furano[2,3-c]benzopyran-6-carboxylic acid C(C)N(C\C=C/C1=C(C=CC(=C1)F)S(=O)(=O)NC1=C(C2=C([C@@H]3[C@H](CO2)OCC3)C=C1)C(=O)O)CC |r|